N-(1-cyclopropylethyl)-2-(5-(3,5-dichlorophenyl)-5-(trifluoromethyl)-4,5-dihydroisoxazol-3-yl)-2,3-dihydro-1H-pyrrolo[3,4-c]pyridine-6-carboxamide C1(CC1)C(C)NC(=O)C1=CC2=C(C=N1)CN(C2)C2=NOC(C2)(C(F)(F)F)C2=CC(=CC(=C2)Cl)Cl